NC(CO)(CCC=1C=CC2=C(SC=C2CCCCOC2CCCCC2)C1)C 2-amino-4-[3-(4-cyclohexyloxybutyl)benzo[b]thiophen-6-yl]-2-methylbutan-1-ol